(2S)-2-[(2-bromopyridin-3-yl)oxy]propionic acid methyl ester COC([C@H](C)OC=1C(=NC=CC1)Br)=O